tert-butyl (1-(4'-fluoro-4-nitrobiphenyl-3-ylcarbamoyl)azetidin-3-yl)methylcarbamate FC1=CC=C(C=C1)C1=CC(=C(C=C1)[N+](=O)[O-])NC(=O)N1CC(C1)CNC(OC(C)(C)C)=O